NC1=CC2=CN(N=C2C=C1C(=O)OC)C12CCC(CC1)(CC2)N2CCN(CC2)C(=O)OC(C)(C)C methyl 5-amino-2-(4-(4-(tert-butoxycarbonyl)piperazin-1-yl)bicyclo[2.2.2]octan-1-yl)-2H-indazole-6-carboxylate